tert-butyl 3-(4-(2-((tert-butyldimethylsilyl)oxy)acetamido)-1-(4-(trifluoromethoxy)phenyl)-1H-pyrazolo[3,4-b]pyridin-3-yl)azetidine-1-carboxylate [Si](C)(C)(C(C)(C)C)OCC(=O)NC1=C2C(=NC=C1)N(N=C2C2CN(C2)C(=O)OC(C)(C)C)C2=CC=C(C=C2)OC(F)(F)F